5-((8-((1H-pyrazol-4-yl)amino)imidazo[1,2-a]pyridin-3-yl)ethynyl)-2-fluoro-4-methylbenzamide N1N=CC(=C1)NC=1C=2N(C=CC1)C(=CN2)C#CC=2C(=CC(=C(C(=O)N)C2)F)C